BrC1=CC(=C(C(=C1)C)C1OCC1)C (4-bromo-2,6-dimethylphenyl)oxetane